CC(C(=O)OCCCNC1=CC=CC=2C(C3=CC=CC(=C3C(C12)=O)NCCCOC(C(=C)C)=O)=O)=C 3-([8-((3-[(2-methylprop-2-enoyl)oxy]propyl)amino)-9,10-dioxoanthracen-1-yl]amino)propyl 2-methylprop-2-enoate